4,4,4-trifluorobut-2-en-1-ol FC(C=CCO)(F)F